COC1=CC(=C(COC2=CC=CC=3CC4=CC=CC(=C4C(C23)=O)O)C=C1OC)[N+](=O)[O-] 1-((4,5-dimethoxy-2-nitrobenzyl)oxy)-8-hydroxyanthracen-9(10H)-one